2-hydroxy-4-ethoxy-4'-propoxybenzophenone OC1=C(C(=O)C2=CC=C(C=C2)OCCC)C=CC(=C1)OCC